CN1C(=NN=C1)C[C@@H](C)C=1C=C(C=CC1)C1=NNC=2C1=NC(=CC2N2C[C@H](CC2)O)C(F)(F)F (S)-1-(3-(3-((R)-1-(4-methyl-4H-1,2,4-triazol-3-yl)propan-2-yl)phenyl)-5-(trifluoromethyl)-1H-pyrazolo[4,3-b]pyridin-7-yl)pyrrolidin-3-ol